C(OC(C=C)=O)([O-])=O Acrylyl Carbonate